N-(but-3-yn-2-yl)-4-chloro-3-methylaniline CC(C#C)NC1=CC(=C(C=C1)Cl)C